(4-(((trifluoromethyl)sulfonyl)oxy)cyclohex-3-en-1-yl)acetic acid ethyl ester C(C)OC(CC1CC=C(CC1)OS(=O)(=O)C(F)(F)F)=O